NC1=NC=C(C#N)C(=C1)N1CC2(C1)CCOCC2 6-amino-4-(7-oxa-2-azaspiro[3.5]nonan-2-yl)nicotinonitrile